3-(5-((((1S,2R,4R)-bicyclo[2.2.1]heptan-2-yl)amino)methyl)-1-oxoisoindolin-2-yl)piperidine-2,6-dione [C@H]12[C@@H](C[C@H](CC1)C2)NCC=2C=C1CN(C(C1=CC2)=O)C2C(NC(CC2)=O)=O